2-ethyl-1,4-naphthoquinone C(C)C=1C(C2=CC=CC=C2C(C1)=O)=O